S1C(=CC=C1)C1=C(C(=O)N)C=CC=N1 (thiophen-2-yl)nicotinamide